NC1=C(C=2C(=NC=C(C2S1)F)C=1C2=C(C=3C=NC(=NC3C1Cl)N1[C@H]([C@H](CC1)N(C)C[C@H](C)O)C)COC2)C#N 2-Amino-4-(5-chloro-3-((2S,3S)-3-(((S)-2-hydroxypropyl)(methyl)amino)-2-methylpyrrolidin-1-yl)-7,9-dihydrofuro[3,4-f]quinazolin-6-yl)-7-fluorothieno[3,2-c]pyridine-3-carbonitrile